C(C(C)C)(=O)N1CCCCC1 1-isobutyrylpiperidin